N[C@H](CC1=C(C=2N=NN=C(C2S1)NCC1=CC=NC=C1)Br)CS(=O)C 6-((2R)-2-amino-3-(methylsulfinyl)propyl)-7-bromo-N-(pyridin-4-ylmethyl)thieno[3,2-d][1,2,3]triazin-4-amine